5-(((2S,6R)-2,6-dimethylmorpholino)(3-fluoropyridin-2-yl)methyl)-2-methylbenzo[d]thiazol-4-ol C[C@@H]1O[C@@H](CN(C1)C(C1=CC=C2C(N=C(S2)C)=C1O)C1=NC=CC=C1F)C